2-(6-(4-cyclopropyl-4H-1,2,4-triazol-3-yl)pyridin-2-yl)-5-(4-methoxypiperidine-1-carbonyl)isoindolin-1-one C1(CC1)N1C(=NN=C1)C1=CC=CC(=N1)N1C(C2=CC=C(C=C2C1)C(=O)N1CCC(CC1)OC)=O